1,3-diadamantylimidazole C1C2CC3CC1CC(C2)(C3)N4CN(C=C4)C56CC7CC(C5)CC(C7)C6